4-(4-Cyano-2,3-dihydrobenzofuran-7-yl)-5-(difluoromethoxy)-2,8-dimethyl-1,4-dihydro-1,6-naphthyridine-3-carboxylic acid benzyl ester C(C1=CC=CC=C1)OC(=O)C1=C(NC2=C(C=NC(=C2C1C1=CC=C(C=2CCOC21)C#N)OC(F)F)C)C